2-methyl-[4,5'-bipyrimidine]-2',4'(1'H,3'H)-dione CC1=NC=CC(=N1)C=1C(NC(NC1)=O)=O